4-(5-(4-(aminomethyl)-1-oxo-1,2-dihydrophthalazin-6-yl)pyridin-3-yl)isophthalonitrile NCC1=NNC(C2=CC=C(C=C12)C=1C=C(C=NC1)C1=C(C=C(C#N)C=C1)C#N)=O